N(=[N+]=[N-])C(CC(F)(F)F)CCCCCCCCC 3-azido-1,1,1-trifluorododecane